N-methoxy-(phenyl-ethyl)-pyrazole-carboxamide CONC(=O)C1=NNC=C1CCC1=CC=CC=C1